ClC=1C=C(C=CC1F)NC(N([C@H]1C=2C(=CC(NC2CCC1)=O)C(F)(F)F)CCCO)=O (R)-3-(3-chloro-4-fluorophenyl)-1-(3-hydroxypropyl)-1-(2-oxo-4-(trifluoromethyl)-1,2,5,6,7,8-hexahydroquinolin-5-yl)urea